N-propylpentane-1,5-diamine C(CC)NCCCCCN